((5-(5-(difluoromethyl)-1,3,4-oxadiazol-2-yl)thiazol-2-yl)methyl)-N-(1-(difluoromethyl)-1H-pyrazol-4-yl)ethanesulfonamide FC(C1=NN=C(O1)C1=CN=C(S1)CC(C)S(=O)(=O)NC=1C=NN(C1)C(F)F)F